1-(2-((1-((dimethylamino)methyl)cyclopropyl)methoxy)-7-(8-ethyl-7-fluoro-3-hydroxynaphthalen-1-yl)-8-fluoropyrido[4,3-d]pyrimidin-4-yl)azepane-4-carboxylic acid CN(C)CC1(CC1)COC=1N=C(C2=C(N1)C(=C(N=C2)C2=CC(=CC1=CC=C(C(=C21)CC)F)O)F)N2CCC(CCC2)C(=O)O